N-{[(9H-fluoren-9-yl)methoxy]carbonyl}glycine C1=CC=CC=2C3=CC=CC=C3C(C12)COC(=O)NCC(=O)O